FC(CN1C(=NC2=NC=C(C=C21)C2=CNC=1N=C(N=C(C12)OC)NC1CC(C1)(O)C)C)F (1s,3s)-3-((5-(1-(2,2-difluoroethyl)-2-methyl-1H-imidazo[4,5-b]pyridin-6-yl)-4-methoxy-7H-pyrrolo[2,3-d]pyrimidin-2-yl)amino)-1-methylcyclobutan-1-ol